N-(3-(1H-pyrazol-1-yl)benzyl)-N-(3-methoxybenzyl)-4-((2-morpholinoethoxy)methyl)oxazol-2-amine N1(N=CC=C1)C=1C=C(CN(C=2OC=C(N2)COCCN2CCOCC2)CC2=CC(=CC=C2)OC)C=CC1